FC=1C=C2C(N[C@]3(C(N(CC3)CC3=CC=C(C=C3)F)=O)C2=CC1)=O (S)-5-Fluoro-1'-(4-fluorobenzyl)spiro[isoindoline-1,3'-pyrrolidine]-2',3-dione